(S)-methyl 2-((R)-1-(2-(2,5-dichlorobenzamido) acetamido)-3-methylbutyl)-6-oxo-1,3,2-dioxaborinane-4-carboxylate ClC1=C(C(=O)NCC(=O)N[C@@H](CC(C)C)B2OC(C[C@H](O2)C(=O)OC)=O)C=C(C=C1)Cl